1-(2,4-dichlorophenyl)-2-((1-methyl-3-(trifluoromethyl)-1H-pyrazol-5-yl)oxy)ethan-1-one-O-ethyloxime C(C)ON=C(COC1=CC(=NN1C)C(F)(F)F)C1=C(C=C(C=C1)Cl)Cl